[(1R,2S,4R)-4-{[5-({4-[(1S)-1-(3-chlorophenyl)ethyl]-2-thienyl}carbonyl)pyrimidin-4-yl]amino}-2-hydroxycyclopentyl]methyl sulfamate S(N)(OC[C@@H]1[C@H](C[C@@H](C1)NC1=NC=NC=C1C(=O)C=1SC=C(C1)[C@@H](C)C1=CC(=CC=C1)Cl)O)(=O)=O